C(C1=CC=CC=C1)N(C=1C(=C(C=CC1[N+](=O)[O-])C(C(=O)OC(C)(C)C)=C)F)CC1=CC=CC=C1 tert-Butyl 2-[3-(dibenzylamino)-2-fluoro-4-nitrophenyl]prop-2-enoate